CN1[C@@H](CN(CC1)[C@H]1CNCC1)C (R)-1,2-Dimethyl-4-((R)-pyrrolidin-3-yl)piperazine